BrC=1C=C(C(=NC1)N1CC(C1)N(C)C)NS(=O)(=O)C1=CC=C(C=C1)C N-(5-Bromo-2-(3-(dimethylamino)azetidin-1-yl)pyridin-3-yl)-4-methylbenzene-sulfonamide